Cl.CN[C@@H]([C@H](O)C)C(=O)OCC1=CC(=NC(=C1)Cl)Cl (2,6-Dichloropyridin-4-yl)methyl methyl-L-threoninate hydrochloride